N-(4-(dimethylamino)cyclohexyl)-4-isopropyl-5-(8-methyl-[1,2,4]triazolo[1,5-a]pyridin-6-yl)-1H-pyrazole-3-carboxamide CN(C1CCC(CC1)NC(=O)C1=NNC(=C1C(C)C)C=1C=C(C=2N(C1)N=CN2)C)C